[Ru].C(C1=CC=CC=C1)([P](C1CCCCC1)(C1CCCCC1)C1CCCCC1)[P](C1CCCCC1)(C1CCCCC1)C1CCCCC1 benzylidenebis(tricyclohexylphosphorus) ruthenium